2-(dimethylamino)-1-(4-(2-(4-isopropyl-5-(8-methoxy-[1,2,4]triazolo[1,5-a]pyridin-6-yl)-1H-pyrazol-3-yl)-4-(trifluoromethyl)thiazol-5-yl)piperidin-1-yl)ethan-1-one CN(CC(=O)N1CCC(CC1)C1=C(N=C(S1)C1=NNC(=C1C(C)C)C=1C=C(C=2N(C1)N=CN2)OC)C(F)(F)F)C